NC=1C=CC(=C2CN(C(C12)=O)CC(=C)C(N)=O)C=1C=C(C(=O)OC)C=CC1 methyl 3-[7-amino-2-(2-carbamoylallyl)-1-oxo-isoindolin-4-yl]benzoate